dicetyl-phosphate C(CCCCCCCCCCCCCCC)OP(=O)(OCCCCCCCCCCCCCCCC)[O-]